C(=O)[C@@H]1C([C@@H]1C(=O)OCC1=C(C(=CC(=C1F)F)F)F)(C)C 2,3,5,6-tetrafluorobenzyl (1R,3S)-3-formyl-2,2-dimethylcyclopropanecarboxylate